sodium 2,2-dimethylmalonate CC(C(=O)[O-])(C(=O)[O-])C.[Na+].[Na+]